C(C)N1C=2C=NC=NC2NC(C1)=O 5-ethyl-5,8-dihydropteridin-7(6H)-one